1-(4-(6-(2-(4-cyclobutoxypyridin-2-yl)acetamido)pyridazin-3-yl)-2-fluorobutyl)-N-methyl-1H-1,2,3-triazole-4-carboxamide C1(CCC1)OC1=CC(=NC=C1)CC(=O)NC1=CC=C(N=N1)CCC(CN1N=NC(=C1)C(=O)NC)F